2-(4-cyclopropyl-6-methoxy-pyrimidin-5-yl)-4-[[4-[1-(2-methoxy-1-methyl-ethyl)-4-(trifluoromethyl)imidazol-2-yl]phenyl]methoxy]-5-methyl-pyrimidine C1(CC1)C1=NC=NC(=C1C1=NC=C(C(=N1)OCC1=CC=C(C=C1)C=1N(C=C(N1)C(F)(F)F)C(COC)C)C)OC